C1(CCCCC1)(C(=O)OCCCCCCCCC)C(=O)OCCCCCCCCC di(nonyl) cyclohexanedicarboxylate